6-[5-[2-[(4-fluoro-6,7-dihydro-5H-cyclopenta[c]pyridin-6-yl)methylamino]ethyl]-2-oxo-1,3-oxazol-3-yl]-4H-pyrazino[2,3-b][1,4]oxazin-3-one FC=1C2=C(C=NC1)CC(C2)CNCCC2=CN(C(O2)=O)C2=NC1=C(OCC(N1)=O)N=C2